C(C)(C)(C)C1=CC=C(C=N1)C=1N=C2SC[C@@H](CN2C(C1C#N)=O)C (3R)-8-(6-tert-butylpyridin-3-yl)-3-methyl-6-oxo-2H,3H,4H,6H-pyrimido[2,1-b][1,3]thiazine-7-carbonitrile